(2R,5S)-tert-butyl 4-((R)-10-bromo-9-chloro-3-(morpholinomethyl)-5-oxo-3,5-dihydro-2H-[1,4]oxazino[2,3,4-ij]quinazolin-7-yl)-2,5-dimethylpiperazine-1-carboxylate BrC1=C(C=C2C(=NC(N3C2=C1OC[C@H]3CN3CCOCC3)=O)N3C[C@H](N(C[C@@H]3C)C(=O)OC(C)(C)C)C)Cl